Cl.Cl.NC=1C=C(C(=O)O)C=CC1 3-aminobenzoic acid dihydrochloride